1,1'-di(tert-butylperoxy)-3,3,5-trimethylcyclohexane C(C)(C)(C)OOC1CC(CC(C1)C)(COOC(C)(C)C)C